C1(CC1)(C=O)[2H] cyclopropaneformaldehyde-d